C(C(C)C)(=O)N1CCC(CC1)CC1=CC=C(C=C1)NC(OCC1=CC=C(C=C1)Cl)=O 4-chlorobenzyl (4-((1-isobutyrylpiperidin-4-yl)methyl)phenyl)carbamate